4'-cyclopropyl-N-(4,4-diethoxybutyl)-6'-methoxy-4-((4-(1-methyl-4-(trifluoromethyl)-1H-imidazol-2-yl)benzyl)amino)-[2,5'-bipyrimidine]-5-carboxamide C1(CC1)C1=NC=NC(=C1C1=NC=C(C(=N1)NCC1=CC=C(C=C1)C=1N(C=C(N1)C(F)(F)F)C)C(=O)NCCCC(OCC)OCC)OC